(S)-3-(tert-butoxy)-2-(nicotinoyl)-propionic acid tert-butyl ester C(C)(C)(C)OC([C@@H](COC(C)(C)C)C(C1=CN=CC=C1)=O)=O